ethyl 3-(1,3-benzodioxol-5-ylamino)-2-cyanoacrylate O1COC2=C1C=CC(=C2)NC=C(C(=O)OCC)C#N